2-(2-(6-((cis)-2,6-dimethylmorpholino)pyridin-2-yl)-1,6-naphthyridin-7-yl)-N-(1-(methylsulfonyl)pyrrolidin-3-yl)acetamide C[C@@H]1O[C@@H](CN(C1)C1=CC=CC(=N1)C1=NC2=CC(=NC=C2C=C1)CC(=O)NC1CN(CC1)S(=O)(=O)C)C